tert-Butyl 4-(3-methoxyphenyl)-3,6-dihydropyridine-1(2H)-carboxylate COC=1C=C(C=CC1)C=1CCN(CC1)C(=O)OC(C)(C)C